(tert-butoxycarbonyl)-4-((5-fluoropyridin-3-yl)methyl)piperidine-4-carboxylic acid C(C)(C)(C)OC(=O)N1CCC(CC1)(C(=O)O)CC=1C=NC=C(C1)F